sodium n-propanolate C(CC)[O-].[Na+]